COC1=C(C=C(C=C1)C[NH2+]CCC2=CC=C(C=C2)O)O The molecule is an organic cation obtained by protonation of the secondary amino group of 4'-O-methylnorbelladine; major species at pH 7.3. It is an ammonium ion derivative and an organic cation. It is a conjugate acid of a 4'-O-methylnorbelladine.